BrCCCCC1=CC=C(C=C1)S(=O)(=O)NCCCC1=CNC2=CC=C(C=C12)Cl 4-(4-bromobutyl)-N-(3-(5-chloro-1H-indol-3-yl)propyl)benzenesulfonamide